2-(6-{[(3s,4s)-4-fluoropyrrolidin-3-yl](methyl)amino}[1,3]thiazolo[4,5-c]pyridazin-3-yl)-5-(1H-pyrazol-4-yl)phenol F[C@@H]1[C@H](CNC1)N(C=1SC2=C(N=NC(=C2)C2=C(C=C(C=C2)C=2C=NNC2)O)N1)C